N-[2-(tert-butoxy)-2-oxoethyl]2-[1-(benzyloxy)ethyl]-4-chloro-6-fluorobenzenesulfonamido-3-(6-fluoro-2,3-dimethylphenyl)butanoate C(C)(C)(C)OC(CN(S(=O)(=O)C1=C(C=C(C=C1F)Cl)C(C)OCC1=CC=CC=C1)C(C(=O)[O-])C(C)C1=C(C(=CC=C1F)C)C)=O